C(#N)C=1C=C(C=CC1)C(=C(C#N)C#N)O 2-[(3-cyanophenyl)-hydroxy-methylene]Malononitrile